N-{(1R)-1-[6-(difluoromethyl)pyridin-3-yl]ethyl}-3-{[(2R)-4-methylmorpholin-2-yl]methoxy}-5-(5-methyl-1,3-thiazol-2-yl)benzamide FC(C1=CC=C(C=N1)[C@@H](C)NC(C1=CC(=CC(=C1)C=1SC(=CN1)C)OC[C@H]1CN(CCO1)C)=O)F